1,1,3,4-pentanetetracarboxylic acid C(CC(C(C)C(=O)O)C(=O)O)(C(=O)O)C(=O)O